3-(2-chloro-4-fluorophenyl)morpholine ClC1=C(C=CC(=C1)F)C1NCCOC1